N1=C(OC2=NC=CC=C21)C2=CC=C(C=C2)C=2C=CC=1N(C3=CC=C(C=C3C1C2)C2=CC=C(C=C2)C=2OC1=NC=CC=C1N2)C=2C=NC=CC2 3,6-bis{4-(oxazolo[5,4-b]pyridin-2-yl)phenyl}-9-(pyridin-3-yl)-9H-carbazole